[Li].CC=1CC2=CC=CC(=C2C1)C1=CC=CC=C1 2-methyl-4-phenylindene lithium salt